(Z)-2,13-octadeca-dien-1-ol acetate C(C)(=O)OC\C=C/CCCCCCCCCC=CCCCC